(4-(6-methylbenzo[d]thiazol-2-yl)phenyl)-2-(2-nitrophenyl)acetamide CC1=CC2=C(N=C(S2)C2=CC=C(C=C2)C(C(=O)N)C2=C(C=CC=C2)[N+](=O)[O-])C=C1